4-(5-(4-chlorobenzyl)-8-isopropyl-6,9-dioxo-2,5,8-triazaspiro[3.5]nonan-2-yl)-N-methylpicolinamide ClC1=CC=C(CN2C3(CN(C3)C3=CC(=NC=C3)C(=O)NC)C(N(CC2=O)C(C)C)=O)C=C1